(R or S)-4-(2,3-dimethoxythieno[2,3-b]pyrazin-6-yl)-2-ethyl-4-oxobutanoic acid COC=1N=C2C(=NC1OC)SC(=C2)C(C[C@H](C(=O)O)CC)=O |o1:15|